FC(C(=O)F)(OC(C(OC(C(C(F)(F)F)(F)F)(F)F)(C(F)(F)F)F)(F)F)C(F)(F)F perfluoro-2,5-dimethyl-3,6-dioxanonanoyl fluoride